3-(1-methyl-1H-pyrazol-5-yl)cyclohex-2-en-1-one CN1N=CC=C1C1=CC(CCC1)=O